tert-butyl ((1S,3R)-3-(2-(2-(difluoromethoxy)phenyl)-6-(1-((2-(trimethylsilyl)ethoxy)methyl)-1H-1,2,4-triazol-3-yl)-1H-imidazo[4,5-c]pyridin-1-yl)cyclohexyl)carbamate FC(OC1=C(C=CC=C1)C=1N(C2=C(C=NC(=C2)C2=NN(C=N2)COCC[Si](C)(C)C)N1)[C@H]1C[C@H](CCC1)NC(OC(C)(C)C)=O)F